dichloro-bis[di-tert-butyl-(p-dimethylaminophenyl)phosphino]palladium (II) Cl[Pd-2](P(C(C)(C)C)(C(C)(C)C)C1=CC=C(C=C1)N(C)C)(P(C1=CC=C(C=C1)N(C)C)(C(C)(C)C)C(C)(C)C)Cl